[Br-].C(=C)C1=NNC=[N+]1CC (vinyl-4-ethyl-1,2,4-triazol-4-ium) bromide